(5-methyl-1H-benzo[d]imidazol-2-yl)(phenyl)methanol CC1=CC2=C(NC(=N2)C(O)C2=CC=CC=C2)C=C1